C(O)C(C(=O)O)CC monomethylolbutanoic acid